[N+](=[N-])=C(C(=O)OCCCCOC(C(C(=O)C)=[N+]=[N-])=O)C(=O)C 1,4-bis(α-diazoacetoacetoxy)butane